2,3-dihydrobenzo[b][1,4]dioxine-6-sulfonamide O1C2=C(OCC1)C=C(C=C2)S(=O)(=O)N